C(C)(C)(C)OC(N(C)CC1OCC2(C3=C1SC(=C3)F)CC2)=O tert-butyl((2'-fluoro-5'H,7'H-spiro[cyclopropane-1,4'-thieno[2,3-c]pyran]-7'-yl)methyl)(methyl)carbamate